2-methylenevaleric acid C=C(C(=O)O)CCC